FC1(CC2(CN(C2)C(=O)OC(C)(C)C)C1)C1=CC=C(C=C1)F tert-butyl 6-fluoro-6-(4-fluorophenyl)-2-azaspiro[3.3]heptane-2-carboxylate